4-(2-cyclopropyloxazol-4-yl)pyridin-2-amine C1(CC1)C=1OC=C(N1)C1=CC(=NC=C1)N